C(OC[C@]1(O[C@H](C[C@@H]1O)N1C2=NC(=NC(=C2N=C1)N)F)C#C)(OC1=CC=C(C=C1)[N+](=O)[O-])=O [(2R,3S,5R)-5-(6-amino-2-fluoro-purin-9-yl)-2-ethynyl-3-hydroxy-tetrahydrofuran-2-yl]methyl (4-nitrophenyl) carbonate